1-iodo-2-(2-methyl-allyloxy)-benzene IC1=C(C=CC=C1)OCC(=C)C